(4-((2-amino-3-chloropyridin-4-yl)oxy)-3-fluorophenyl)-1-(3-chloropyridin-2-yl)-5-(trifluoromethyl)-1H-pyrazole-4-carboxamide NC1=NC=CC(=C1Cl)OC1=C(C=C(C=C1)C1=NN(C(=C1C(=O)N)C(F)(F)F)C1=NC=CC=C1Cl)F